FC=1C=C(C=2N(C1)C=CN2)C(=O)O 6-fluoroimidazo[1,2-a]pyridine-8-carboxylic acid